dimethyl-imidazole cobalt salt [Co].CC1=C(N=CN1)C